5-(4-carboxyphenyl)-10,15,2-triphenyl-porphyrin C(=O)(O)C1=CC=C(C=C1)C=1C2=CC(=C(N2)C=C2C=CC(C(=C3C=CC(=C(C=4C=CC1N4)C4=CC=CC=C4)N3)C3=CC=CC=C3)=N2)C2=CC=CC=C2